C1(CCCC1)CCC1=NC(=NO1)C1=CC2=C(N(C=N2)CCNC(C2=C(C=CC=C2)OC)=O)C=C1 N-(2-(5-(5-(2-cyclopentylethyl)-1,2,4-oxadiazol-3-yl)-1H-benzo[d]imidazol-1-yl)ethyl)-2-methoxybenzamide